1-(prop-2-yn-1-yl)-4-(5-(trifluoromethyl)-1,2,4-oxadiazol-3-yl)pyridin-2(1H)-one C(C#C)N1C(C=C(C=C1)C1=NOC(=N1)C(F)(F)F)=O